ClC1=CC=C(C=C1)C(CON=C(N)C1=C(N=NC(=C1)C)OC1=CC(=CC=C1)C(F)(F)F)=O N'-[2-(4-chlorophenyl)-2-oxo-ethoxy]-6-methyl-3-[3-(trifluoro-methyl)phenoxy]pyridazine-4-carboxamidine